2,5-dimethyl-hexamethylenediamine CC(CN)CCC(CN)C